(3S)-3-[(8-methyl-6-quinolyl)amino]Pyrrolidine CC=1C=C(C=C2C=CC=NC12)N[C@@H]1CNCC1